5,6-difluoro-1-(oxan-2-yl)indazol-3-ylboronic acid FC=1C=C2C(=NN(C2=CC1F)C1OCCCC1)B(O)O